CN(CCC1=CNC2=CC=CC(=C12)O[C@@H]1O[C@@H]([C@H]([C@@H]([C@H]1O)O)O)CO)C (2S,3R,4S,5S,6R)-2-((3-(2-(dimethylamino)ethyl)-1H-indol-4-yl)oxy)-6-(hydroxymethyl)tetrahydro-2H-pyran-3,4,5-triol